CC1=C2C(=CC=C1O2)C (2,6-dimethyl-1,3-phenylen)ether